C(CCC(=O)OCC1=CC=CC=C1)(=O)OCCCCCCC(C)C isononyl benzyl succinate